NC1=C(C=2C(=NC=C(C2S1)F)C=1C2=C(C=3C=NC(=NC3C1Cl)N1[C@@H]([C@@H](CC1)N1CCN(CC1)C)C)COC2)C#N 2-Amino-4-(5-chloro-3-((2R,3R)-2-methyl-3-(4-methylpiperazin-1-yl)pyrrolidin-1-yl)-7,9-dihydrofuro[3,4-f]quinazolin-6-yl)-7-fluorothieno[3,2-c]pyridine-3-carbonitrile